C(C)(C)C(C(=O)[O-])(C(C(=O)[O-])C(C)C)C 2,3-Diisopropyl-2-methylsuccinate